ClC1=CC=C(C=C1)C1=C(CCC(C1)(C)C)CN1C2CN(CC1CC2)CC=2C=C1C(N(C(C1=CC2)=O)C2C(NC(CC2)=O)=O)=O 5-((8-((4'-chloro-5,5-dimethyl-3,4,5,6-tetrahydro-[1,1'-biphenyl]-2-yl)methyl)-3,8-diazabicyclo[3.2.1]octane-3-yl)methyl)-2-(2,6-dioxopiperidin-3-yl)isoindoline-1,3-dione